C(\C=C\C(=O)O)(=O)O.ClC=1C(=NC(=NC1)NC1=CC(=CC(=C1)CN1C[C@H](N[C@H](C1)C)C)C1CC1)C1=CNC2=CC(=CC=C12)C.ClC=1C(=NC(=NC1)NC1=CC(=CC(=C1)CN1C[C@H](N[C@H](C1)C)C)C1CC1)C1=CNC2=CC(=CC=C12)C 5-chloro-N-(3-cyclopropyl-5-(((3R,5S)-3,5-dimethylpiperazine-1-yl)methyl)phenyl)-4-(6-methyl-1H-indole-3-yl)pyrimidine-2-amine hemifumarate